COC(=O)C=1C2=C(C(=NC1Cl)C1=CCCC1)C=NN2CC2=CC=C(C=C2)OC 6-chloro-4-(cyclopent-1-en-1-yl)-1-[(4-methoxyphenyl)-methyl]-1H-pyrazolo[4,3-c]Pyridine-7-carboxylic acid methyl ester